COC(C1=CC(=C(C=C1C)OC(C)=O)C)=O 3,6-dimethyl-4-acetoxybenzoic acid methyl ester